O1C(CCCC1)OC12CC3C(C(CC(C1)C3)C2)C=O 5-tetrahydropyran-2-yloxyadamantane-2-carbaldehyde